ClC1=C(C(=CC=C1)Cl)CC(=O)NC1=CN=NC(=C1)NC1=CC(=CC=C1)F 2-(2,6-dichlorophenyl)-N-[6-(3-fluoroanilino)pyridazin-4-yl]acetamide